ClC1=CN=C2N1CCNC2 3-chloro-5,6,7,8-tetrahydroimidazo[1,2-a]pyrazine